ClC1=NC=C(C=C1F)OC 2-chloro-3-fluoro-5-methoxypyridine